methyl(2-hydroxyethyl)carbamodithioic acid CN(C(=S)S)CCO